3-(5-cyclobutyl-1,3-thiazol-2-yl)-5-[(2S)-tetrahydrofuran-2-ylmethoxy]-N-{(1R)-1-[2-(trifluoromethyl)pyrimidin-5-yl]ethyl}benzamide C1(CCC1)C1=CN=C(S1)C=1C=C(C(=O)N[C@H](C)C=2C=NC(=NC2)C(F)(F)F)C=C(C1)OC[C@H]1OCCC1